tert-butyl (4-(4-amino-5-bromo-7H-pyrrolo[2,3-d]pyrimidin-7-yl)bicyclo[2.2.1]heptan-1-yl)carbamate NC=1C2=C(N=CN1)N(C=C2Br)C21CCC(CC2)(C1)NC(OC(C)(C)C)=O